3-morpholin-4-yl-propyl-3-oxo-2,3-dihydro-1H-isoindole-4-carboxylic acid amide N1(CCOCC1)CCCC1NC(C=2C(=CC=CC12)C(=O)N)=O